(S)-3-(6-((5-(difluoromethoxy)-1H-pyrazol-3-yl)amino)-1H-pyrazolo[3,4-b]pyrazin-1-yl)butan-1-ol FC(OC1=CC(=NN1)NC1=CN=C2C(=N1)N(N=C2)[C@H](CCO)C)F